O1C=CC2=C1C=CC(=C2)CC2=C(NC=1N(C2=O)N=C(C1N1CCCCC1)C1=CC=CC=C1)C 6-(benzofuran-5-ylmethyl)-5-methyl-2-phenyl-3-(piperidin-1-yl)pyrazolo[1,5-a]pyrimidin-7(4H)-one